2-amino-2-(4-chloro-3-(trifluoromethoxy)phenyl)-6-hydroxycyclohexane-1-one hydrochloride Cl.NC1(C(C(CCC1)O)=O)C1=CC(=C(C=C1)Cl)OC(F)(F)F